(6-amino-8-vinylquinolin-2-yl)(methyl)carbamic acid tert-butyl ester C(C)(C)(C)OC(N(C)C1=NC2=C(C=C(C=C2C=C1)N)C=C)=O